ethyl p-morpholinobenzoate O1CCN(CC1)C1=CC=C(C(=O)OCC)C=C1